tert-butyl (1R,5S)-3-(7-(8-ethyl-7-fluoro-3-(methoxymethoxy)naphth-1-yl)-8-fluoro-2-(2,2,2-trifluoroethoxy)pyridino[4,3-d]pyrimidin-4-yl)-3,8-diazabicyclo[3.2.1]octan-8-formate C(C)C=1C(=CC=C2C=C(C=C(C12)C1=C(C=2N=C(N=C(C2C=N1)N1C[C@H]2CC[C@@H](C1)N2C(=O)OC(C)(C)C)OCC(F)(F)F)F)OCOC)F